tetraacetyl-hexylenediamine C(C)(=O)N(CCCCCCN(C(C)=O)C(C)=O)C(C)=O